7-(4-((2,3-dihydrobenzo[b][1,4]dioxin-6-yl-2,2,3,3-d4)oxy)piperidin-1-yl-4-d)-2-ethyl-8,9-dimethyl-4H-pyrimido[1,2-b]pyridazin-4-one O1C2=C(OC(C1([2H])[2H])([2H])[2H])C=C(C=C2)OC2(CCN(CC2)C=2C(=C(C=1N(N2)C(C=C(N1)CC)=O)C)C)[2H]